C(C1=CC=CC=C1)SC1=CC=C(N=N1)NC(=O)[C@@H]1N(CCOC1)C(=O)OC(C)(C)C tert-butyl (R)-3-((6-(benzylthio)pyridazin-3-yl)carbamoyl)morpholine-4-carboxylate